2-chloro-5-((6-((1-methyl-1H-pyrazol-4-yl)methoxy)isoquinolin-1-yl)amino)pyridin-3-ol ClC1=NC=C(C=C1O)NC1=NC=CC2=CC(=CC=C12)OCC=1C=NN(C1)C